CS(=O)(=O)C=1C=C(C=NC1)C1=NC(=NC=C1C(F)(F)F)N[C@@H]1CC[C@H](CC1)N(C(OCCN(C)C)=O)C1=NC=C(N=C1)C=1C=NC(=NC1)OC 2-(dimethylamino)ethyl (trans-4-((4-(5-(methanesulfonyl)-pyridin-3-yl)-5-(trifluoromethyl)pyrimidin-2-yl)amino)cyclohexyl)(5-(2-methoxypyrimidin-5-yl)pyrazin-2-yl)carbamate